N,N'-bis(2,6-di-tert-butylphenyl)thiourea C(C)(C)(C)C1=C(C(=CC=C1)C(C)(C)C)NC(=S)NC1=C(C=CC=C1C(C)(C)C)C(C)(C)C